(R)-3-(1-((6-(1-(Fluoromethyl)cyclopropyl)-2-methyl-7-oxo-6,7-dihydropyrido[4,3-d]pyrimidin-4-yl)amino)ethyl)-2-methylbenzonitrile FCC1(CC1)N1C=C2C(N=C(N=C2N[C@H](C)C=2C(=C(C#N)C=CC2)C)C)=CC1=O